N1(C=NC2=C1C=CC=C2)CC#N 2-(1H-benzo[d]imidazol-1-yl)acetonitrile